ClC1=NN2C(N=C(C=C2)C(C)N2C[C@@H](N(C[C@H]2CC)C2=NC(N(C=3N2N=C(C3)CC#N)C)=O)CC)=C1 2-(4-((2S,5R)-4-(1-(2-chloropyrazolo[1,5-a]pyrimidin-5-yl)ethyl)-2,5-diethylpiperazin-1-yl)-1-methyl-2-oxo-1,2-dihydropyrazolo[1,5-a][1,3,5]triazin-7-yl)acetonitrile